C1(=CC=CC=C1)C=NCCN=CC1=CC=CC=C1 1,6-diphenyl-2,5-diaza-1,5-hexadiene